C(CCCCCCCCCCC)(=O)NCCCNC(C(=O)O)(C)C lauramidopropyl-dimethyl-aminoacetic acid